FC=1C(=NC=C(C1)NC(CN1N=C(C=C1C)C(F)(F)F)=O)N1C=NC(=C1)C1(CC(C1)CNC(OC(C)(C)C)=O)O tert-butyl ((3-(1-(3-fluoro-5-(2-(5-methyl-3-(trifluoromethyl)-1H-pyrazol-1-yl)acetamido)pyridin-2-yl)-1H-imidazol-4-yl)-3-hydroxycyclobutyl)methyl)carbamate